(3R)-1-(5-chloropyridazin-3-yl)pyrrolidin-3-amine ClC=1C=C(N=NC1)N1C[C@@H](CC1)N